ClC1=CC=C(C(=N1)C(=O)O)N[C@H](C)C=1C=C(C=C2C(N(C(=NC12)N1C[C@@H]2C([C@@H]2C1)OC(NC(C)C)=O)C)=O)C 6-chloro-3-(((R)-1-(2-((1R,5S,6S)-6-((isopropylcarbamoyl)oxy)-3-azabicyclo[3.1.0]hexan-3-yl)-3,6-dimethyl-4-oxo-3,4-dihydroquinazolin-8-yl)ethyl)amino)picolinic acid